2-(2,4-dimethyl-5-nitro-phenyl)-4,4,5,5-tetramethyl-1,3,2-dioxaborolane CC1=C(C=C(C(=C1)C)[N+](=O)[O-])B1OC(C(O1)(C)C)(C)C